O=C1N(CCC(N1)=O)C1=CC=C(C=C1)N1CCN(CC1)CCC1CCN(CC1)NC(OC(C)(C)C)=O tert-butyl N-[4-[2-[4-[4-(2,4-dioxohexahydropyrimidin-1-yl)phenyl]piperazin-1-yl]ethyl]-1-piperidyl]carbamate